C1=CC=CC=2C(=CC=CC12)S(=O)(=O)[O-].[Na+] sodium 5-naphthalenesulfonate